2-(4-bromobenzyl)-5-methyl-2,7-dihydro-4H-pyrazolo[3,4-d]pyrimidine-4,6(5H)-dione BrC1=CC=C(CN2N=C3NC(N(C(C3=C2)=O)C)=O)C=C1